C1(CC1)C(CCCC\C=C/CC)O (Z)-1-Cyclopropylnon-6-en-1-ol